1-(2-oxo-4-(o-tolyl)-2H-pyrano[2,3-b]pyridin-7-yl)pyrrolidine-3-carboxamide O=C1C=C(C=2C(=NC(=CC2)N2CC(CC2)C(=O)N)O1)C1=C(C=CC=C1)C